C(#N)C=1C=CC(=C2C=CC=NC12)N1CC=2N(N=C(C2C1)C)CC12CCC(CC1)(CC2)NC(CN(C)C)=O N-(4-((5-(8-cyanoquinolin-5-yl)-3-methyl-5,6-dihydropyrrolo[3,4-c]pyrazol-1(4H)-yl)methyl)bicyclo[2.2.2]oct-1-yl)-2-(dimethylamino)acetamide